[Si](C)(C)(C(C)(C)C)OC1CC(C1)C1C(N(CC(N1CC1=CC=C(C=C1)C(F)(F)F)=O)C1=NC=C(C=C1F)Cl)=O 3-(3-((tert-butyldimethylsilyl)oxy)cyclobutyl)-1-(5-chloro-3-fluoropyridin-2-yl)-4-(4-(trifluoromethyl)benzyl)piperazine-2,5-dione